7-(trifluoromethyl)-2-azaspiro[3.5]nonan-7-ol FC(C1(CCC2(CNC2)CC1)O)(F)F